CC1=NN2C(N=C(C3=CC=CC=C23)NCC2=CC=C(C=C2)C)=C1 2-methyl-N-(4-methylbenzyl)pyrazolo[1,5-a]quinazolin-5-amine